2-butoxy-7-((2-methyl-1,2,3,4-tetrahydro-isoquinolin-7-yl)methyl)-5H-pyrrolo[3,2-d]pyrimidin-4-amine C(CCC)OC=1N=C(C2=C(N1)C(=CN2)CC2=CC=C1CCN(CC1=C2)C)N